1-((3R,4S)-3-Fluoro-4-((5-(2-methyl-3-(2,2,2-trifluoroethyl)-3H-imidazo[4,5-b]pyridin-5-yl)-4-(methylamino)pyrrolo[2,1-f][1,2,4]triazin-2-yl)amino)piperidin-1-yl)ethan-1-one F[C@@H]1CN(CC[C@@H]1NC1=NN2C(C(=N1)NC)=C(C=C2)C2=CC=C1C(=N2)N(C(=N1)C)CC(F)(F)F)C(C)=O